BrC=1C(=C(C=CC1)C(C(=O)OC(C)(C)C)CCCC(CO[Si](C)(C)C(C)(C)C)(C)C)F tert-butyl 2-(3-bromo-2-fluorophenyl)-7-((tert-butyldimethylsilyl) oxy)-6,6-dimethylheptanoate